CN1C(N(C2=C1C=CC(=C2)C=2C=CC=C1C=C(N=CC21)C=2C=CC(=NC2)C(=O)NCC#CC2=CC=1C(=NC=CC1O2)N2C(NC(CC2)=O)=O)C)=O 5-(8-(1,3-Dimethyl-2-oxo-2,3-dihydro-1H-benzo[d]imidazol-5-yl)isoquinolin-3-yl)-N-(3-(4-(2,4-dioxotetrahydropyrimidin-1(2H)-yl)furo[3,2-c]pyridin-2-yl)prop-2-yn-1-yl)picolinamide